BrC1=C(C=CC=C1)P(C1=C(C=CC=C1)Br)Cl bis-(2-bromophenyl)phosphorus chloride